N(C(=N)N)CCC(=O)O 3-guanidinopropanoic acid